ClC=1C=NC=C(C1)SC(C)C 3-Chloro-5-[(1-methylethyl)thio]pyridine